ClC=1C=C(CNC#CC)C=CC1 N-(3-chlorobenzyl)propynylamine